1-(3-(tert-butyl)-1-phenyl-1H-pyrazol-5-yl)-3-(4-(pyridin-4-yloxy)phenyl)urea C(C)(C)(C)C1=NN(C(=C1)NC(=O)NC1=CC=C(C=C1)OC1=CC=NC=C1)C1=CC=CC=C1